1-Benzyl (2-((2R)-4-(3-(1-(2,6-dioxopiperidin-3-yl)-3-methyl-2-oxo-2,3-dihydro-1H-benzo[d]imidazol-4-yl)prop-2-yn-1-yl)morpholin-2-yl)ethyl)(methyl)carbamate O=C1NC(CCC1N1C(N(C2=C1C=CC=C2C#CCN2C[C@H](OCC2)CCN(C(OCC2=CC=CC=C2)=O)C)C)=O)=O